N2,N3-diphenylbutane-2,3-diimine C1(=CC=CC=C1)N=C(C)C(C)=NC1=CC=CC=C1